3-(2-isopropylphenyl)azetidine-3-carboxylic acid C(C)(C)C1=C(C=CC=C1)C1(CNC1)C(=O)O